2,6-Di(9H-carbazol-9-yl)pyridine C1=CC=CC=2C3=CC=CC=C3N(C12)C1=NC(=CC=C1)N1C2=CC=CC=C2C=2C=CC=CC12